4-{[2-{4-[5-chloro-2-(4,5-dihydro-1,2-oxazol-3-yl)phenyl]-5-methoxy-2-oxopyridin-1(2H)-yl}pentanoyl]amino}-2-fluorobenzamide ClC=1C=CC(=C(C1)C1=CC(N(C=C1OC)C(C(=O)NC1=CC(=C(C(=O)N)C=C1)F)CCC)=O)C1=NOCC1